1-((piperidin-4-yl)amino)-propan-2-ol N1CCC(CC1)NCC(C)O